BrC1=C(C(=O)O)C(=CC=C1F)F 2-bromo-3,6-difluoro-benzoic acid